N1(C=NC=C1)N1N=CC=2C1=CN=CC2 (1H-imidazol-1-yl)-1H-pyrazolo[3,4-c]pyridine